(3S)-3-(1,3-thiazol-5-yl)-3-[1-(trifluoromethyl)cyclopropyl]propanoic acid S1C=NC=C1[C@@H](CC(=O)O)C1(CC1)C(F)(F)F